4-amino-7-bromo-1-(4-nitrophenyl)-2-oxo-1,2-dihydroquinoline-3-carboxylate NC1=C(C(N(C2=CC(=CC=C12)Br)C1=CC=C(C=C1)[N+](=O)[O-])=O)C(=O)[O-]